CC(C)N1CCN(CC1)C1=CC=C(C=C1)C=1C=C2C=C(C(NC2=CC1)=O)C1=CC=NC=C1 6-{4-[4-(propan-2-yl)piperazin-1-yl]phenyl}-3-(pyridin-4-yl)-1,2-dihydro-quinolin-2-one